C(C)(C)(C)N(C(C=C)=O)C(C)(C)C N,N-di-tert-butylacrylamide